3-neopentyl-1,3-hexadiene C(C(C)(C)C)C(C=C)=CCC